C(CC[C@@H](C)[C@H]1CC[C@H]2[C@@H]3CCC4CCCC[C@]4(C)[C@H]3CC[C@]12C)(=O)N cholanamide